N1C=NC=C1C#CC=1C(=C(C(=CC1)O)N1CC(NS1(=O)=O)=O)F 5-(3-((1H-imidazol-5-yl)ethynyl)-2-fluoro-6-hydroxyphenyl)-1,2,5-thiadiazolidin-3-one 1,1-dioxide